FC1OCC1CCOC(C(=C)C)=O Fluoro-3-(methacryloyloxyethyl)oxetane